CC1CCCC1 Methyl-cyclopentan